FC1=CC=C(C=C1)C1=CC=C(C=C1)CN1C=CC2=CC(=CC(=C12)C(=O)NCC1=CC=C(C(=O)O)C=C1)C1=CC=CC=C1 4-((1-((4'-fluoro-[1,1'-biphenyl]-4-yl)methyl)-5-phenyl-1H-indole-7-carboxamido)methyl)benzoic acid